Tertbutoxide CC(C)(C)[O-]